4'-(oxy-di-2,1-ethanediyl)bis-morpholine O(CCN1CCOCC1)CCN1CCOCC1